NC1=NC2=C(C=3N1N=C(N3)C3=NC=CC=C3)C(=C(N2CCN2CCN(CC2)C2=C(C=C(C=C2)F)F)C(=O)O)Cl 5-amino-9-chloro-7-(2-(4-(2,4-difluorophenyl)piperazin-1-yl)ethyl)-2-(pyridin-2-yl)-7H-pyrrolo[3,2-e][1,2,4]triazolo[1,5-c]pyrimidine-8-carboxylic acid